4-hydroxyphenylbenzenesulfonate OC1=CC=C(C=C1)OS(=O)(=O)C1=CC=CC=C1